OC=1C(=CC=C2C=CC=NC12)C(C1=CC=CC=C1)NC1=CC=C(C(=O)O)C=C1 4-(((8-hydroxy-7-quinolinyl)(phenyl)methyl)amino)benzoic acid